C(C)OC(=O)C=1N(C=C(C1C)C1=CC(=CC(=C1)F)F)C1=CC=CC=C1 4-(3,5-difluorophenyl)-3-methyl-1-phenyl-1H-pyrrole-2-carboxylic acid ethyl ester